7-(diethylamino)-2H-chromene-3-aldehyde C(C)N(C1=CC=C2C=C(COC2=C1)C=O)CC